(2R,3S,4S)-4-hydroxy-2-[(4-methoxyphenyl)methyl]pyrrolidin-3-yl N-{[2-(3,3-difluoroazetidin-1-yl)pyridin-4-yl]methyl}carbamate FC1(CN(C1)C1=NC=CC(=C1)CNC(O[C@H]1[C@H](NC[C@@H]1O)CC1=CC=C(C=C1)OC)=O)F